piperidine oxoammonium salt O=[NH2+].N1CCCCC1